ammonium ((2R,3S,5R)-5-(4-amino-2-oxopyrimidin-1(2H)-yl)-3-((hydroxy-(isobutoxy)phosphoryl)oxy)tetrahydrofuran-2-yl)methyl isobutyl hydrogen phosphate P(=O)(OC[C@H]1O[C@H](C[C@@H]1OP(=O)(OCC(C)C)O)N1C(N=C(C=C1)N)=O)(OCC(C)C)O.[NH4+]